4-hydroxy-N,N,2-trimethyl-1-(p-toluenesulfonyl)-1H-benzimidazole-6-formamide OC1=CC(=CC=2N(C(=NC21)C)S(=O)(=O)C2=CC=C(C)C=C2)C(=O)N(C)C